CN1C=[N+](C=C1)CCCCS(=O)(=O)O 1-methyl-3-(4-sulfobutyl)imidazolium